(5-(2-amino-[1,2,4]triazolo[1,5-a]pyridin-7-yl)-2-methoxypyridin-3-yl)(2-phenylmorpholino)methanone NC1=NN2C(C=C(C=C2)C=2C=C(C(=NC2)OC)C(=O)N2CC(OCC2)C2=CC=CC=C2)=N1